(2S,5R)-N-(2-(7-fluoro-1-methyl-1H-indazol-3-yl)propan-2-yl)-5-(hydroxymethyl)morpholine-2-carboxamide hydrochloride Cl.FC=1C=CC=C2C(=NN(C12)C)C(C)(C)NC(=O)[C@@H]1CN[C@@H](CO1)CO